tert-Butyl 3-(4-(pyrrolidin-1-yl)-7-(thiazol-2-yl)benzo[d]oxazol-2-yl)-3,6-diazabicyclo[3.1.1]heptane-6-carboxylate N1(CCCC1)C1=CC=C(C2=C1N=C(O2)N2CC1N(C(C2)C1)C(=O)OC(C)(C)C)C=1SC=CN1